ClC1=C(C(=CC=C1)Cl)C=1N=NN(C1)[C@H](C(=O)N1[C@@H](C[C@H](C1)O)C(=O)NC)C(C)(C)C (2S,4R)-1-[(2S)-2-[4-(2,6-dichlorophenyl)triazol-1-yl]-3,3-dimethyl-butanoyl]-4-hydroxy-N-methyl-pyrrolidine-2-carboxamide